chloromandelic acid C1=CC(=CC=C1C(C(=O)O)O)Cl